C(CCCCC)N Hexanamine